C(C)(=O)N1C(CC2(C(N(C(N2)=O)CCCCCCCCCCCCCC)=O)CC1(C)C)(C)C 8-acetyl-3-tetradecyl-7,7,9,9-tetramethyl-1,3,8-triazaspiro[4.5]decane-2,4-dione